C1(CCCCC1)C=1C(=NC2=CC=CC=C2C1)C1=C(C=CC=C1)C (cyclohexyl)(methylphenyl)quinoline